N-(5-methoxypyridin-3-yl)-2-phenylimidazo[1,2-b]pyridazine-8-carboxamide COC=1C=C(C=NC1)NC(=O)C=1C=2N(N=CC1)C=C(N2)C2=CC=CC=C2